N1-tetrahydrofuran-2-ylmethyl-2-cyanoacetamide O1C(CCC1)CNC(CC#N)=O